C(C(C)C)C(C(=O)O)C.C(CC)(=O)OCC(C)C Isobutyl propanoate (isobutyl propionate)